N1=C(C=NC=C1C=1N=NN(C1)C1=CC(=C(C(=O)O)C=C1)O)C=1N=NN(C1)C1=CC(=C(C(=O)O)C=C1)O 4,4'-(pyrazine-2,6-diylbis(1H-1,2,3-triazole-4,1-diyl))bis(2-hydroxybenzoic acid)